propyl-N-methyl-carbamic acid tert-butyl ester C(C)(C)(C)OC(N(C)CCC)=O